C(CC)NCCCNC(OC(C)(C)C)=O tert-butyl N-[3-(propylamino)propyl]carbamate